iron(II)-oxid [O-2].[Fe+2]